ClC=1C(=NC=2CN(CCC2C1)CC1=NC2=C(N1C[C@H]1OCC1)C=C(C=C2)C(=O)OC)OCC2=CC=C(C=C2)Cl methyl (S)-2-((3-chloro-2-((4-chlorobenzyl)oxy)-5,8-dihydro-1,7-naphthyridin-7(6H)-yl)methyl)-1-(oxetan-2-ylmethyl)-1H-benzo[d]imidazole-6-carboxylate